N-(tert-butyl)-3-((2-((4-(4-(8-((2-(2,6-dioxopiperidin-3-yl)-1,3-dioxoisoindolin-4-yl)amino)octanoyl)piperazin-1-yl)phenyl)amino)-5-methylpyrimidin-4-yl)amino)benzenesulfonamide C(C)(C)(C)NS(=O)(=O)C1=CC(=CC=C1)NC1=NC(=NC=C1C)NC1=CC=C(C=C1)N1CCN(CC1)C(CCCCCCCNC1=C2C(N(C(C2=CC=C1)=O)C1C(NC(CC1)=O)=O)=O)=O